C(C1=C(C(=C(C(=C1[2H])[2H])C(C)=O)[2H])[2H])([2H])([2H])[2H] 1-(4-(methyl-d3)phenyl-2,3,5,6-d4)ethanone